1-(4-(3-isopropyl-2-(5-methylimidazo[1,2-a]pyridin-7-yl)-1H-indol-5-yl)piperidin-1-yl)-2-methylpropan-2-ol C(C)(C)C1=C(NC2=CC=C(C=C12)C1CCN(CC1)CC(C)(O)C)C1=CC=2N(C(=C1)C)C=CN2